(4-bromophenyl)-4-hydroxy-6-(tetrahydro-2H-thiopyran-4-yl)nicotinonitrile BrC1=CC=C(C=C1)C1=C(C#N)C(=CC(=N1)C1CCSCC1)O